[Pd].C1(CCCCC1)P(C1CCCCC1)C1CCCCC1.C1(CCCCC1)P(C1CCCCC1)C1CCCCC1 bis(tricyclohexylphosphine) palladium (0)